[I-].C(C)OC(C[NH+](C)C)=O 2-ethoxy-N,N-dimethyl-2-oxoethylammonium iodide